ClC1=C(C(=C(C=O)C=C1)OC([2H])([2H])[2H])[2H] 4-Chloro-2-(methoxy-d3)benzaldehyde-d